NC=1C2=C(N=CN1)N(C(=C2C2=CC(=C(C=C2)OC2=NC=CC(=N2)C)F)C2=C(C(=O)N(C)C)C=C(C=C2)NC(C(=C)C)=O)C 2-(4-amino-5-(3-fluoro-4-(4-methylpyrimidin-2-yloxy)phenyl)-7-methyl-7H-pyrrolo[2,3-d]pyrimidin-6-yl)-5-methacrylamido-N,N-dimethylbenzamide